Br.OC1=CC=C(C=C1)CCNC(CC)=O 2-(4-hydroxyphenyl)ethylaminopropane-1-one hydrobromide